[N-]=C=O.[N-]=C=O.CC(C)=C.CC(C)=C diisobutylene diisocyanate